[Fe](Cl)Cl.C12=CC=C(N1)C=C1C=CC(=N1)C=C1C=CC(N1)=CC=1C=CC(N1)=C2 23h-porphin iron chloride